ClC1=C(C=C(OCC(=O)NC23[C@H](CC(CC2)(CC3)NC(COC3=CC(=C(C=C3)Cl)F)=O)OC(=O)OC(C(=O)[O-])(C3=CC=C(C=C3)OP(=O)(O)O)C)C=C1)F {[({(2S)-1,4-bis[2-(4-chloro-3-fluorophenoxy)acetamido]bicyclo[2.2.2]octan-2-yl}oxy)carbonyl]oxy}methyl[4-(phosphonooxy)phenyl]acetate